2-methoxy-N-methyl-N-(2-(tetrahydro-2H-pyran-4-yl)-5-(4,4,5,5-tetramethyl-1,3,2-dioxaborolan-2-yl)benzyl)ethan-1-amine COCCN(CC1=C(C=CC(=C1)B1OC(C(O1)(C)C)(C)C)C1CCOCC1)C